6-(4-(3-(4-chlorophenyl)-5-hydroxy-1H-pyrazol-1-yl)phenyl)-4,5-dihydropyridazin-3(2H)-one ClC1=CC=C(C=C1)C1=NN(C(=C1)O)C1=CC=C(C=C1)C=1CCC(NN1)=O